(6R)-17-Amino-12-(methoxymethyl)-6,15-bis(trifluoromethyl)-19-oxa-3,4,13,18-tetrazatricyclo[12.3.1.12,5]nonadeca-1(18),2,4,14,16-pentaen-6-ol NC1=CC(=C2NC(CCCCC[C@](C3=NN=C(C1=N2)O3)(O)C(F)(F)F)COC)C(F)(F)F